C1(CCCCC1)[C@@H](C(=O)NC=1C=C2CC(CC2=CC1)(N1CC2(CC2)CNC1=O)C(NC)=O)NC(=O)C1=CC=NN1CC N-((1S)-1-cyclohexyl-2-((2-(methylcarbamoyl)-2-(6-oxo-5,7-diazaspiro[2.5]octan-5-yl)-2,3-dihydro-1H-inden-5-yl)amino)-2-oxoethyl)-1-ethyl-1H-pyrazole-5-carboxamide